C12(CC(C1)C2)NC(CN2C(C(=CC=C2)NC([C@H](CCC(C(=O)NCC)=O)NC(=O)C=2N=NC1=CC=CC=C1C2)=O)=O)=O (S)-N1-(1-(2-(Bicyclo[1.1.1]pentan-1-ylamino)-2-oxoethyl)-2-oxo-1,2-dihydropyridin-3-yl)-2-(cinnolin-3-carboxamido)-N6-ethyl-5-oxohexandiamid